(S)-8-(2-amino-6-((R)-2,2,2-trifluoro-1-(3'-methoxy-4'-methyl-[1,1'-biphenyl]-4-yl)ethoxy)pyrimidin-4-yl)-2,8-diazaspiro[4.5]decane-3-carboxylic acid NC1=NC(=CC(=N1)N1CCC2(C[C@H](NC2)C(=O)O)CC1)O[C@@H](C(F)(F)F)C1=CC=C(C=C1)C1=CC(=C(C=C1)C)OC